5-Fluoro-3-methoxy-2-(2,2,2-trifluoro-1-methoxy-ethyl)pyridine-4-carbaldehyde FC=1C(=C(C(=NC1)C(C(F)(F)F)OC)OC)C=O